BrC=1C(=C(COC2=NC(=CC(=N2)OC)OC)C=CC1)C 2-((3-bromo-2-methylbenzyl)oxy)-4,6-dimethoxypyrimidine